(2S,4R)-4-hydroxy-1-((S)-3-methyl-2-(4-methyl-1H-1,2,3-triazol-1-yl)butanoyl)pyrrolidine O[C@@H]1CCN(C1)C([C@H](C(C)C)N1N=NC(=C1)C)=O